NC1=NC=2CCCC(C2C=C1)=O 2-amino-7,8-dihydroquinolin-5(6H)-one